(5-cyclopentyl-3-fluoro-2-pyridyl)-2-[1-[(1-methylpyrazol-4-yl)methyl]tetrazol-5-yl]sulfanyl-5-nitro-benzamide C1(CCCC1)C=1C=C(C(=NC1)C=1C(=C(C(=O)N)C=C(C1)[N+](=O)[O-])SC1=NN=NN1CC=1C=NN(C1)C)F